1-(3-(3-(4-(trifluoromethyl)phenoxy)-1H-pyrazolo[3,4-b]pyridin-1-yl)azetidin-1-yl)prop-2-en-1-one FC(C1=CC=C(OC2=NN(C3=NC=CC=C32)C3CN(C3)C(C=C)=O)C=C1)(F)F